OC[C@H]1O[C@H]([C@H]2[C@@H]1OC(O2)=O)N2C(NC(C=C2)=O)=O 1-((3aR,4R,6R,6aR)-6-(hydroxymethyl)-2-oxotetrahydrofuro[3,4-d][1,3]dioxol-4-yl)pyrimidine-2,4(1H,3H)-dione